8-(((1S,2S,3S,4R)-2,3-dihydroxy-4-(4-methyl-7H-pyrrolo[2,3-d]pyrimidin-7-yl)cyclopentyl)oxy)-5-fluoro-4-methyl-3,4-dihydroisoquinoline-2(1H)-carboxylic acid tert-butyl ester C(C)(C)(C)OC(=O)N1CC2=C(C=CC(=C2C(C1)C)F)O[C@@H]1[C@H]([C@H]([C@@H](C1)N1C=CC2=C1N=CN=C2C)O)O